undecyl-trimethyl-ammonium fluoride [F-].C(CCCCCCCCCC)[N+](C)(C)C